(S)-(1-(7-cyano-5-fluoro-2,3-dimethyl-1H-indol-4-yl)piperidin-3-yl)carbamic acid benzyl ester C(C1=CC=CC=C1)OC(N[C@@H]1CN(CCC1)C1=C2C(=C(NC2=C(C=C1F)C#N)C)C)=O